FC1=CC=C(C=C1)C1=CC(=C(C=C1)C#N)C1=NNC=C1 4'-fluoro-3-(1H-pyrazol-3-yl)-[1,1'-biphenyl]-4-carbonitrile